C(=O)O.C1(CC1)NC1=NC=2C=C(C(=CC2C2=C1COCC2)OC)OCCCN2CCCC2 N-cyclopropyl-9-methoxy-8-[3-(pyrrolidin-1-yl)propoxy]-1H,2H,4H-pyrano[3,4-c]quinolin-5-amine formate